S1N=CC=C1C1=C(N[C@H](C)C=2C=C(C=C3C(C(=C(OC23)C2=CC=CC=C2)C)=O)C)C=CC=C1 8-[(1R)-1-(2-isothiazol-5-ylanilino)ethyl]-3,6-dimethyl-2-phenyl-chromen-4-one